CC1=C(C(=CC(=C1)C)C)S(=O)(=O)[O-].N[N+]1=C(C(=CC=C1)OCCC)CC#N 1-amino-2-(cyanomethyl)-3-propoxypyridin-1-ium 2,4,6-trimethylbenzenesulfonate